tert-butyl N-[8-bromo-1-[(4-chlorophenyl)methyl]-5,5,7-trifluoro-2-oxo-3,4-dihydro-1-benzazepin-3-yl]carbamate BrC1=CC2=C(C(CC(C(N2CC2=CC=C(C=C2)Cl)=O)NC(OC(C)(C)C)=O)(F)F)C=C1F